(4-(3-amino-7-(3,3-dimethylbut-1-yn-1-yl)-1H-indazol-5-yl)pyridin-2-yl)cyanamide NC1=NNC2=C(C=C(C=C12)C1=CC(=NC=C1)NC#N)C#CC(C)(C)C